(2S,3S)-3-((bis(benzyloxy)phosphoryl)oxy)pentan-2-yl (chloromethyl) carbonate C(O[C@@H](C)[C@H](CC)OP(=O)(OCC1=CC=CC=C1)OCC1=CC=CC=C1)(OCCl)=O